7-Bromo-2-(1-tert-butoxycarbonyl-3,6-dihydro-2H-pyridin-5-yl)-1-(cyclopropylmethyl)indole-5-carboxylic acid BrC=1C=C(C=C2C=C(N(C12)CC1CC1)C1=CCCN(C1)C(=O)OC(C)(C)C)C(=O)O